CN1C(C(=CC(=C1)B1OC(C(O1)(C)C)(C)C)NC1=NN2C(CN(CC2)C)=C1)=O 1-methyl-3-(5-methyl-4,5,6,7-tetrahydropyrazolo[1,5-a]pyrazin-2-ylamino)-5-(4,4,5,5-tetra-methyl-1,3,2-dioxaborolan-2-yl)pyridin-2(1H)-one